[N+](=O)([O-])C1=CC=C(C=C1)C=1N=C(SC1)C1=CC=C(C=C1)O 4-(4-(4-nitrophenyl)thiazol-2-yl)phenol